tert-butyl (2-methoxyethyl)carbamate COCCNC(OC(C)(C)C)=O